(((1R,4R)-4-hydroxy-4-(trifluoromethyl)cyclohexyl)ethyl)-3,7-dimethyl-1H-purine OC1(CCC(CC1)CCN1CN(C2=NCN(C2=C1)C)C)C(F)(F)F